COC=1N=NC(=CC1)COC=1C=C2C(=NC1)OC(=N2)C=2C=NC=CC2 3-methoxy-6-({[2-(pyridin-3-yl)-[1,3]oxazolo[5,4-b]pyridin-6-yl]oxy}methyl)pyridazine